(3-bromophenyl)cyclobutanecarbonitrile BrC=1C=C(C=CC1)C1(CCC1)C#N